N-[2-(3-cyanophenyl)-1-(6-methoxy-1,3-benzothiazol-2-yl)ethyl]benzenesulfonamide C(#N)C=1C=C(C=CC1)CC(C=1SC2=C(N1)C=CC(=C2)OC)NS(=O)(=O)C2=CC=CC=C2